(S)-3-(3',5-dimethoxybiphenyl-3-yl)-3-(3-(4-hydroxy-1-methyl-2-oxo-1,2-dihydropyridin-3-yl)ureido)propanoic acid COC=1C=C(C=CC1)C1=CC(=CC(=C1)OC)[C@H](CC(=O)O)NC(=O)NC=1C(N(C=CC1O)C)=O